FC=1C=C(C=C(C1OC1=CC=C(C=C1)C1=NC2=C(N1)C=C(C=C2)C(NC(C)C)=N)F)C2=NC1=C(N2)C=C(C=C1)C(NC(C)C)=N 2-(3,5-Difluoro-4-(4-(6-(N-isopropylcarbamimidoyl)-1H-benzo[d]imidazol-2-yl)phenoxy)phenyl)-N-isopropyl-1H-benzo[d]imidazole-6-carboximidamide